(4-(4-(trifluoromethyl)phenyl)-1,2,3,4-tetrahydroquinoxalin-2-yl)methanol FC(C1=CC=C(C=C1)N1CC(NC2=CC=CC=C12)CO)(F)F